ClC1=C(C=CC(=C1)C(F)(F)F)NC(CN1C=2N(C(C(=C1CC)N1CCNCC1)=O)N=C(N2)N2C[C@H](O[C@H](C2)C)C)=O N-(2-chloro-4-(trifluoromethyl)phenyl)-2-(2-(cis-2,6-dimethylmorpholinyl)-5-ethyl-7-oxo-6-(piperazine-1-yl)-[1,2,4]triazolo[1,5-a]pyrimidin-4(7H)-yl)acetamide